FC1([C@@H]2CN(C[C@H]12)C1=CC=CC(=N1)C1=CN=C(N1)C1=C(C=C(C=C1)NS(=O)(=O)C)N1CCC2(CC2)CC1)F N-(4-(5-(6-((1R,5S)-6,6-difluoro-3-azabicyclo[3.1.0]hexan-3-yl)pyridin-2-yl)-1H-imidazol-2-yl)-3-(6-azaspiro[2.5]octan-6-yl)phenyl)methanesulfonamide